N-(5-cyclopropyl-1H-pyrazol-3-yl)-2-(6-(6-((6-(trifluoromethyl)pyridin-3-yl)methyl)-3,6-diazabicyclo[3.1.1]heptan-3-yl)pyridin-3-yl)quinazolin-4-amine C1(CC1)C1=CC(=NN1)NC1=NC(=NC2=CC=CC=C12)C=1C=NC(=CC1)N1CC2N(C(C1)C2)CC=2C=NC(=CC2)C(F)(F)F